(±)-trans-2-(((5-(4-cyano-3-fluorophenyl)-1-(4-methoxyphenyl)-1H-pyrazol-3-yl)amino)methyl)cyclopropane-1-carbonyl azide C(#N)C1=C(C=C(C=C1)C1=CC(=NN1C1=CC=C(C=C1)OC)NC[C@H]1[C@@H](C1)C(=O)N=[N+]=[N-])F |r|